1-[2-ethyl-4-(7H-pyrrolo[2,3-d]pyrimidin-4-yloxy)phenyl]-3-[5-(trifluoromethyl)-3-pyridinyl]-2-imidazolidinone C(C)C1=C(C=CC(=C1)OC=1C2=C(N=CN1)NC=C2)N2C(N(CC2)C=2C=NC=C(C2)C(F)(F)F)=O